C1(CC1)C=1N=NN(C1)[C@H](C(=O)N1[C@@H](C[C@H](C1)O)C(=O)NCC1=NC=2C(=NC=CC2)N1C)C(C)(C)C (2S,4R)-1-[(2S)-2-(4-cyclopropyltriazol-1-yl)-3,3-dimethyl-butanoyl]-4-hydroxy-N-[(3-methylimidazo[4,5-b]pyridin-2-yl)methyl]pyrrolidine-2-carboxamide